C(#N)C1=CC(=C(COC2=CC=CC(=N2)C2=CC=C(C=3CCOC32)CC3=NC2=C(N3C[C@H]3OCC3)C=C(C=C2)C(=O)OC)C=C1)F (S)-methyl 2-((7-(6-((4-cyano-2-fluorobenzyl)oxy)pyridin-2-yl)-2,3-dihydrobenzofuran-4-yl)methyl)-1-(oxetan-2-ylmethyl)-1H-benzo[d]imidazole-6-carboxylate